6-(4-Ethylbenzyl)-3-benzyl-1,2,3,4,6,8,9,10-octahydro-5H-pyrido[3,4-e]pyrimido[1,2-a]pyrimidin-5-one C(C)C1=CC=C(CN2C=3N(C4=C(C2=O)CN(CC4)CC4=CC=CC=C4)CCCN3)C=C1